acetophenone N,N-dimethylhydrazone CN(N=C(C)C1=CC=CC=C1)C